C(C)(C)(C)OC(CCC(=O)N1CC2=CC(=C(C(=C2C1)Cl)OCCCOC=1C(=CC2=C(C=C(S2)C(CCC(=O)OCC)=O)C1F)OC)OC)=O ethyl 4-[5-[3-[2-(4-tert-butoxy-4-oxo-butanoyl)-4-chloro-6-methoxy-isoindolin-5-yl]oxypropoxy]-4-fluoro-6-methoxy-benzothiophen-2-yl]-4-oxo-butanoate